3-[2,4-diamino-7-(3-hydroxyphenyl)pteridin-6-yl]phenol NC1=NC2=NC(=C(N=C2C(=N1)N)C=1C=C(C=CC1)O)C1=CC(=CC=C1)O